(S)-4-(3-(1-(2-butynoyl)pyrrolidin-2-yl)imidazo[1,5-a]pyrazin-1-yl)-N-(2-fluoro-3-methoxyphenyl)benzamide C(C#CC)(=O)N1[C@@H](CCC1)C1=NC(=C2N1C=CN=C2)C2=CC=C(C(=O)NC1=C(C(=CC=C1)OC)F)C=C2